P(=O)([O-])([O-])[O-].N1(N=NC2=C1C=CC=C2)O[P+](N2CCCC2)(N2CCCC2)N2CCCC2.N2(N=NC1=C2C=CC=C1)O[P+](N1CCCC1)(N1CCCC1)N1CCCC1.N1(N=NC2=C1C=CC=C2)O[P+](N2CCCC2)(N2CCCC2)N2CCCC2 benzotriazol-1-yl-oxytripyrrolidinylphosphonium phosphate